CON=C(C)C1=CN(C2=CC=CC=C12)CC 1-(1-ethyl-1H-indol-3-yl)ethan-1-one-O-methyloxime